lithium 3-ethylphenoxide C(C)C=1C=C([O-])C=CC1.[Li+]